C(C)(C)(C)C1=CC2=C(N=C(N=C2)NC2=CC=C(C=C2)N2CCC(CC2)N2CCN(CC2)C)N1C1=CC=CC(=N1)C(C)(C)O 2-(6-(6-(tert-butyl)-2-((4-(4-(4-methylpiperazin-1-yl)piperidin-1-yl)phenyl)amino)-7H-pyrrolo[2,3-d]pyrimidin-7-yl)pyridin-2-yl)propan-2-ol